CC1=CC(=NC2=CC=C(C=C12)NC(=S)NCCCN1CCCCC1)N1CCCC1 1-(4-methyl-2-(pyrrolidin-1-yl)quinolin-6-yl)-3-(3-(piperidin-1-yl)propyl)thiourea